(3-cyanophenyl)phenylboronic acid C(#N)C=1C=C(C=CC1)C1=C(C=CC=C1)B(O)O